O[C@@H](CC=O)C1=C(C=C(C=C1)Cl)Cl (S)-3-hydroxy-3-(2,4-dichlorophenyl)-propanal